6-(2,5-dioxopyrrol-1-yl)-N-methylhexanamide O=C1N(C(C=C1)=O)CCCCCC(=O)NC